FC1=C(C=2C(=NSN2)C(=C1F)C1=CC=C(S1)C1=CC=C(N(C2=CC=C(C=C2)C(=C(C2=CC=CC=C2)C2=CC=CC=C2)C2=CC=CC=C2)C2=CC=CC=C2)C=C1)C1=CC=C(S1)C1=CC=C(N(C2=CC=CC=C2)C2=CC=C(C=C2)C(=C(C2=CC=CC=C2)C2=CC=CC=C2)C2=CC=CC=C2)C=C1 4,4'-((5,6-difluorobenzo[c][1,2,5]thiadiazole-4,7-diyl)bis(thiophene-5,2-diyl))bis(N-phenyl-N-(4-(1,2,2-triphenylvinyl)phenyl)aniline)